N1=CNC2=NC=CC(=C21)C=2C=NN(C2)C2=CC=C(C=N2)[C@](C(F)(F)F)(O)C2CN(CC2)C2COC2 (R)-1-(6-(4-(3H-imidazo[4,5-b]pyridin-7-yl)-1H-pyrazol-1-yl)pyridin-3-yl)-2,2,2-trifluoro-1-(1-(oxetan-3-yl)pyrrolidin-3-yl)ethanol